propane-1,3-diylbis(azanediyl)disuccinate C(CCNC(C(=O)[O-])CC(=O)[O-])NC(C(=O)[O-])CC(=O)[O-]